O=C1N(C(C=C1)=O)CCNC([C@H](CC1=CC=CC=C1)NC(OC(C)(C)C)=O)=O tert-butyl (S)-(1-((2-(2,5-dioxo-2,5-dihydro-1H-pyrrole-1-yl)ethyl)amino)-1-oxo-3-phenylpropane-2-yl)carbamate